NC1C=NC2=CC=CC=C2C1 3-amino-3,4-dihydroquinolin